[Si](C1=CC=CC=C1)(C1=CC=CC=C1)(C(C)(C)C)OCC=1N(C(NN1)=O)CC 5-(((tert-Butyldiphenylsilyl)oxy)methyl)-4-ethyl-2,4-dihydro-3H-1,2,4-triazol-3-one